O(P([O-])(=O)OP(=O)([O-])[O-])C\C=C(/C)\CC\C=C(\CC\C=C(/C)\CCC=C(C)C)/C GERANYLGERANYL DIPHOSPHATE